pentafluorophenyl ethyl-sulfonate C(C)S(=O)(=O)OC1=C(C(=C(C(=C1F)F)F)F)F